FC1=CC=C(C=C1)N1N=CC2=CC(=C(C=C12)OC)N1C[C@@H](CC1)N(S(=O)(=O)C=1C=NN(C1)C)CCOC (R)-N-(1-(1-(4-fluorophenyl)-6-methoxy-1H-indazol-5-yl)pyrrolidin-3-yl)-N-(2-methoxyethyl)-1-methyl-1H-pyrazole-4-sulfonamide